N-formylleucine C(=O)N[C@@H](CC(C)C)C(=O)O